(1r,2r,3s,4r,5r)-N-(3,4-dichlorophenyl)-5-fluoro-3-(6-methylpyridin-3-yl)-7-oxabicyclo[2.2.1]Heptane-2-carboxamide ClC=1C=C(C=CC1Cl)NC(=O)[C@H]1[C@H]2C[C@H]([C@@H]([C@@H]1C=1C=NC(=CC1)C)O2)F